BrC=1C(=C2C(=NN(C2=CC1)C)N1C(N(C(CC1)=O)CC1=CC=C(C=C1)OC)=O)Cl 1-(5-bromo-4-chloro-1-methyl-1H-indazol-3-yl)-3-(4-methoxybenzyl)dihydropyrimidine-2,4(1H,3H)-dione